BrC(CNC1=CC(=NC=2N1N=C(C2)C(F)(F)F)C(F)(F)F)C2=CC=C(C=C2)F N-(2-bromo-2-(4-fluorophenyl)ethyl)-2,5-bis(trifluoromethyl)pyrazolo[1,5-a]pyrimidin-7-amine